CC1C(C1)N 2-methylcyclopropan-1-amine